(2S,3S)-4-(8-(6-((7-nitrobenzo[c][1,2,5]oxadiazol-4-yl) amino)hexanoyl)-8,9-dihydro-1H-dibenzo[b,f][1,2,3]-triazolo[4,5-d]azocin-1-yl)-1-(phosphonooxy)-3-(stearoyloxy)butan-2-yl oleate C(CCCCCCC\C=C/CCCCCCCC)(=O)O[C@@H](COP(=O)(O)O)[C@H](CN1N=NC=2C3=C(N(CC4=C(C21)C=CC=C4)C(CCCCCNC4=CC=C(C2=NON=C24)[N+](=O)[O-])=O)C=CC=C3)OC(CCCCCCCCCCCCCCCCC)=O